NCCOC=1C=C(C=NC1)[C@H](CC(=O)OC(C)(C)C)NC(=O)[C@H]1CN(CCC1)C(CCC1CCN(CC1)C(=O)OC(C)(C)C)=O Tert-butyl 4-(3-((R)-3-(((S)-1-(5-(2-aminoethoxy)pyridin-3-yl)-3-(tert-butoxy)-3-oxopropyl)carbamoyl)piperidin-1-yl)-3-oxopropyl)piperidine-1-carboxylate